tert-butyl 3-(2-cyanopyridin-4-yl)azetidine-1-carboxylate C(#N)C1=NC=CC(=C1)C1CN(C1)C(=O)OC(C)(C)C